COC=1C=C(C=CC1)C1=NN(C=C1C=CC(=O)O)C=1C=C(C=CC1)C 3-(3-(3-methoxyphenyl)-1-m-tolyl-1H-pyrazol-4-yl)acrylic acid